C1(=CC=CC=C1)N1C(=NC=C1)C=O 1-PHENYL-1H-IMIDAZOLE-2-CARBALDEHYDE